3,7,11-trimethyl-6-dodecen-1-yn-3-ol CC(C#C)(CCC=C(CCCC(C)C)C)O